NC(C[C@@H]1C(N2C(N(O1)C(=O)OCC1=CC=CC3=CC=CC=C13)CN(C([C@@H]2C(C)C)=O)CC2CCCCC2)=O)=O (3R,6S)-naphthalen-1-ylmethyl 3-(2-amino-2-oxoethyl)-8-(cyclohexylmethyl)-6-isopropyl-4,7-dioxohexahydropyrazino[2,1-c][1,2,4]oxadiazine-1(6H)-carboxylate